N-[5-(2-chloro-6-methyl-4-pyridyl)-4-(3-cyanophenyl)thiazol-2-yl]pyrrolidine-1-carboxamide ClC1=NC(=CC(=C1)C1=C(N=C(S1)NC(=O)N1CCCC1)C1=CC(=CC=C1)C#N)C